5,7-dichloro-1,2,4-triazolo[1,5-a]pyrimidine ClC1=NC=2N(C(=C1)Cl)N=CN2